tetravinyl-cyclohexane C(=C)C1(C(CCCC1)(C=C)C=C)C=C